C1(=CC=C(C=C1)S(=O)(=O)OC1=C(C=CC=C1)NC(=O)NC1=CC=C(C=C1)OS(=O)(=O)C1=CC=CC=C1)C N-[2-(p-tolylsulfonyloxy)phenyl]-N'-[4-[phenylsulfonyloxy]phenyl]urea